2-methylamino-5-tert-butyl-1,3,4-thiadiazole hydrochloride Cl.CNC=1SC(=NN1)C(C)(C)C